C(C)C1=CC2=C(C(C=3NC4=CC(=CC=C4C3C2=C=O)C#N)(C)C)C=C1N1CCC(CC1)N1CCNCC1 9-ethyl-6,6-dimethyl-11-carbonyl-8-(4-(piperazin-1-yl)piperidin-1-yl)-6,11-dihydro-5H-benzo[b]carbazole-3-carbonitrile